5-chloro-2-(1-chloroethyl)pyridazin-3-one ClC1=CC(N(N=C1)C(C)Cl)=O